di(ethylamino)dicyclohexyl-silane C(C)N[Si](C1CCCCC1)(C1CCCCC1)NCC